CNC(=O)C1=CC(=CC=2C(COC21)C2=CC=NC=C2)C(=O)N N7-methyl-3-(pyridin-4-yl)-2,3-dihydrobenzofuran-5,7-dicarboxamide